tert-butyl (3S,4R)-4-((2-(3-((tert-butoxycarbonyl)(2-methoxy-4-(methylsulfonyl)phenyl)amino)prop-1-yn-1-yl)benzo[d]oxazol-4-yl)amino)-3-fluoropiperidine-1-carboxylate C(C)(C)(C)OC(=O)N(CC#CC=1OC2=C(N1)C(=CC=C2)N[C@H]2[C@H](CN(CC2)C(=O)OC(C)(C)C)F)C2=C(C=C(C=C2)S(=O)(=O)C)OC